NC1=C(C=C(C=N1)C1=CC=C(C=C1)NC(=O)N1C[C@@H](CC1)N)OC(C)C1=C(C(=CC=C1F)F)Cl (R)-3-amino-pyrrolidine-1-carboxylic acid (4-{6-amino-5-[1-(2-chloro-3,6-difluoro-phenyl)-ethoxy]-pyridin-3-yl}-phenyl)-amide